(1s,3s)-1-(3-bromophenyl)-3-fluorocyclobutanehydrazide BrC=1C=C(C=CC1)C1(CC(C1)F)C(=O)NN